C(C)(=O)OC1O[C@]([C@H]([C@H]1C1=C(C(=C(C=C1)F)F)OC)OCC)(C(F)(F)F)C (3R,4S,5R)-3-(3,4-difluoro-2-methoxyphenyl)-4-ethoxy-5-methyl-5-(trifluoromethyl)tetrahydrofuran-2-yl acetate